7,9-diazatricyclo[3.3.1.02,4]nonane C12C3CC3C(CNC1)N2